OC(C[N+](=O)[O-])[C@H]1N(C(OC1)(C)C)C(=O)OC(C)(C)C tert-butyl (S)-4-(1-hydroxy-2-nitroethyl)-2,2-dimethyloxazolidine-3-carboxylate